OC1=CC=C2CCNC(C2=C1)=O 7-hydroxy-3,4-dihydro-isoquinolin-1(2H)-one